2,6-dimethyl-4-(7-methyl-2,3-dihydrobenzo[e][1,4]oxazepin-1(5H)-yl)phenyl-3,3-dimethylbutanamide CC1=C(C(=CC(=C1)N1CCOCC2=C1C=CC(=C2)C)C)C(C(=O)N)C(C)(C)C